5-(1-(2,6-dichlorobenzyl)piperidin-3-yl)-2-(4-methoxyphenyl)-2,4-dihydro-3H-1,2,4-triazol-3-one ClC1=C(CN2CC(CCC2)C=2NC(N(N2)C2=CC=C(C=C2)OC)=O)C(=CC=C1)Cl